C1(CC1)N1N=C(C2=C1C(N(CC2)CC2(CC2)S(=O)(=O)C2CC2)=O)C(=O)N 1-cyclopropyl-6-((1-(cyclopropylsulfonyl)cyclopropyl)methyl)-7-oxo-4,5,6,7-tetrahydro-1H-pyrazolo[3,4-c]pyridine-3-carboxamide